octylphenylcyclotrisiloxane C(CCCCCCC)[Si]1(O[SiH2]O[SiH2]O1)C1=CC=CC=C1